tert-butyl (3-((2-acetamidoquinolin-7-yl)methoxy)benzyl)(pyridin-2-ylmethyl)carbamate C(C)(=O)NC1=NC2=CC(=CC=C2C=C1)COC=1C=C(CN(C(OC(C)(C)C)=O)CC2=NC=CC=C2)C=CC1